9-(3-bromophenyl)-3,6-di-tert-butyl-9H-carbazole BrC=1C=C(C=CC1)N1C2=CC=C(C=C2C=2C=C(C=CC12)C(C)(C)C)C(C)(C)C